(+)-1-((2-((2-(3-chloro-4-fluorophenyl)-1-hydroxypropan-2-yl)amino)-1H-benzo[d]imidazol-4-yl)methyl)-3-methylurea ClC=1C=C(C=CC1F)C(CO)(C)NC1=NC2=C(N1)C=CC=C2CNC(=O)NC